N1C(=CC=2C=NC=CC21)C2=CC=CC(=N2)N2CCNCCC2 1-(6-{1H-Pyrrolo[3,2-c]pyridin-2-yl}pyridin-2-yl)-1,4-diazepane